ClC=1C=C(CNC(=O)C2(CCNCC2)F)C=CC1 N-(3-chlorobenzyl)-4-fluoropiperidine-4-carboxamide